trans-5-chloro-2-methyl-N-(4-((3-(1-methyl-1H-pyrrolo[2,3-b]pyridin-5-yl)-2-oxo-2,3-dihydro-1H-benzo[d]imidazol-1-yl)methyl)cyclohexyl)nicotinamide ClC=1C=NC(=C(C(=O)N[C@@H]2CC[C@H](CC2)CN2C(N(C3=C2C=CC=C3)C=3C=C2C(=NC3)N(C=C2)C)=O)C1)C